nickel oxide tricobalt [Co].[Co].[Co].[Ni]=O